IC1=C(C=CC=2OC3=C(C21)C=CC=C3)O 1-iododibenzo[b,d]furan-2-ol